3,4,5,5-tetrafluoro-3-(difluoromethyl)sulfolane Ethyl-2-(3-(3-(1,2,4-oxadiazol-3-yl)benzoylamino)propionylamino)-4-methylthiazole-5-carboxylate C(C)OC(=O)C1=C(N=C(S1)NC(CCNC(C1=CC(=CC=C1)C1=NOC=N1)=O)=O)C.FC1(CS(=O)(=O)C(C1F)(F)F)C(F)F